O=C1NC(CCC1N1C(C2=CC=C(C=C2C1=O)N1CC(C1)C(=O)OCCCC)=O)=O butyl 1-(2-(2,6-dioxopiperidin-3-yl)-1,3-dioxoisoindolin-5-yl)azetidine-3-carboxylate